1-methylimidazo[4,5-b]pyridin-5-ylpent-2-ynamide CN1C=NC2=NC(=CC=C21)C(C#CC(=O)N)C